(tert-butyl 2-((4-bromothiazol-2-yl) amino)-2-oxoethyl) carbamate C(N)(OC(C(=O)NC=1SC=C(N1)Br)C(C)(C)C)=O